(4-METHYL-4-PHENYLPENTAN-2-YL) ACETATE C(C)(=O)OC(C)CC(C)(C1=CC=CC=C1)C